The molecule is a hydroxytryptophan substituted by a hydroxy group at position 4 on the indole ring. It has a role as a human urinary metabolite. C1=CC2=C(C(=C1)O)C(=CN2)CC(C(=O)O)N